trans-2-(dibenzylamino)cyclopentan-1-ol C(C1=CC=CC=C1)N([C@H]1[C@@H](CCC1)O)CC1=CC=CC=C1